(2S)-2-[[(2S,5R)-2-(cyclopropylmethoxycarbamoyl)-3-methyl-7-oxo-1,6-diazabicyclo[3.2.1]oct-3-en-6-yl]oxy]-2-fluoro-acetic acid lithium salt [Li+].C1(CC1)CONC(=O)[C@H]1N2C(N([C@H](C=C1C)C2)O[C@H](C(=O)[O-])F)=O